SC=CC(=O)O.SC=CC(=O)O.SC=CC(=O)O.C(O)C(CC)(CO)CO trimethylolpropane tris(3-mercapto acrylate)